3-chloro-N-(4-cyanophenyl)-1-benzothiophene-2-carboxamide ClC1=C(SC2=C1C=CC=C2)C(=O)NC2=CC=C(C=C2)C#N